C(=O)O.NCCC1CCN(CC1)C(=O)C1=C(C=C(C=C1)NC(=O)C=1N(C(=CN1)C=1C(=NN(C1)C1CC1)C(F)(F)F)C)Cl N-(4-(4-(2-aminoethyl)piperidine-1-carbonyl)-3-chlorophenyl)-5-(1-cyclopropyl-3-(trifluoromethyl)-1H-pyrazol-4-yl)-1-methyl-1H-imidazole-2-carboxamide formate